1,4-benzodiazepine-2-one N=1C(C=NC=C2C1C=CC=C2)=O